N6-(1-acryloyl-azacyclohexan-4-yl)-N4-(3-chloro-4-fluorophenyl)-7-methoxyquinazoline-4,6-diamine C(C=C)(=O)N1CCC(CC1)NC=1C=C2C(=NC=NC2=CC1OC)NC1=CC(=C(C=C1)F)Cl